N-[5-(1H-benzimidazol-2-yl)-1H-pyrazol-3-yl]-6-(1,1-dioxo-1,4-thiazinan-4-yl)pyridine-3-carboxamide N1C(=NC2=C1C=CC=C2)C2=CC(=NN2)NC(=O)C=2C=NC(=CC2)N2CCS(CC2)(=O)=O